C(#N)N1CC2=C(C=C(C=C2C1)CC(=O)NC)C1=CC=CC=C1 (2-cyano-7-phenylisoindolin-5-yl)-N-methylacetamide